7-chloro-3-(2-fluoro-6-methyl-phenyl)-1-(1-methyl-4-piperidyl)-4H-pyrido[4,3-d]pyrimidin-2-one ClC1=CC=2N(C(N(CC2C=N1)C1=C(C=CC=C1C)F)=O)C1CCN(CC1)C